C(C)C1(COC1)COC1=CC=CC=C1 3-ethyl-3-(phenoxy)methyloxetane